(R)-2-(4-(2-ethyl-3-((4-(4-fluorophenyl)thiazol-2-yl)(methyl)amino)imidazo[1,2-a]pyridin-6-yl)piperidin-1-yl)-1-(3-hydroxypyrrolidin-1-yl)ethanone C(C)C=1N=C2N(C=C(C=C2)C2CCN(CC2)CC(=O)N2C[C@@H](CC2)O)C1N(C)C=1SC=C(N1)C1=CC=C(C=C1)F